The molecule is an aryl sulfate that is catechol in which the two phenolic hydrogens are replaced by methyl and sulfo groups. It is an aryl sulfate and a monomethoxybenzene. It derives from a catechol. It is a conjugate acid of a guaiacol sulfate(1-). COC1=CC=CC=C1OS(=O)(=O)O